BrC1=CC=C(C2=CC=CC=C12)OC=1N=C(SC1C(\C=C\N(C)C)=O)C (E)-1-[4-[(4-bromo-1-naphthyl)oxy]-2-methyl-thiazol-5-yl]-3-(dimethylamino)prop-2-en-1-one